CC1=NOC(=C1N1C=CC=2C1=NC=C(C2)C2=CC=C(C=C2)N2CCN(CC2)C)C (3,5-dimethylisoxazol-4-yl)-5-[4-(4-methylpiperazin-1-yl)phenyl]-1H-pyrrolo[2,3-b]pyridine